C(C)(C)(C)OC(=O)N[C@H](C(=O)O)[C@@H]1CC[C@H](CC1)C (2S)-2-(tert-butoxycarbonylamino)-2-(trans-4-methyl-cyclohexyl)acetic acid